[Cl-].C(CCC)N1C(=[N+](C=C1)CC)C 1-butyl-2-methyl-3-ethyl-imidazolium chloride